2-Amino-9-((2R,3R,5S)-3-hydroxy-5-(hydroxymethyl)tetrahydrofuran-2-yl)-7-(prop-2-yn-1-yl)-7,9-dihydro-1H-purine-6,8-dion NC=1NC(C=2N(C(N(C2N1)[C@@H]1O[C@@H](C[C@H]1O)CO)=O)CC#C)=O